C1=CC=C(C=2OC3=C(C21)C=CC=C3)C3=NC(=NC=C3)C3=CC=CC2=C3SC3=C2C=CC=C3 4-(dibenzo[b,d]furan-4-yl)-2-(dibenzo[b,d]thiophen-4-yl)pyrimidine